C1(CC1)OC1=C(C=C2C=NN(C2=C1)CC1=CC=C(C=C1)OC)[N+](=O)[O-] 6-cyclopropoxy-1-(4-methoxybenzyl)-5-nitro-1H-indazole